N[C@H](CC1=C(C=2N=C(N=C(C2S1)NCC=1OC=CC1)Br)C)C 6-[(2S)-2-aminopropyl]-2-bromo-N-[(furan-2-yl)methyl]-7-methylthieno[3,2-d]pyrimidin-4-amine